ClC=1C=C(C(=O)NC2[C@H]3CC(C[C@@H]23)(O)C2=C3C=NNC3=CC(=C2)Cl)C=CC1 3-chloro-N-((1r,3r,5s,6r)-3-(6-chloro-1H-indazol-4-yl)-3-hydroxybicyclo[3.1.0]hexane-6-yl)benzamide